tert-butyl (4-(5-(chlorodifluoromethyl)-1,2,4-oxadiazol-3-yl)benzyl)carbamate ClC(C1=NC(=NO1)C1=CC=C(CNC(OC(C)(C)C)=O)C=C1)(F)F